C(C=C)(=O)N1CC(CC1)N1C=NC=2C(N(C=3C(=C(C(=CC3C21)Cl)C2=CC(=CC1=CC=CC=C21)O)F)C)=O 1-(1-acryloylpyrrolidin-3-yl)-8-chloro-6-fluoro-7-(3-hydroxynaphthalen-1-yl)-5-methyl-1,5-dihydro-4H-imidazo[4,5-c]quinolin-4-one